Ethylenebisstearamide Ethyl-3-methyl-4-(pyridin-3-yl)-1H-pyrrole-2-carboxylate C(C)OC(=O)C=1NC=C(C1C)C=1C=NC=CC1.C(CCCCCCCCCCCCCCCCCCC(=O)N)CCCCCCCCCCCCCCCCCC(=O)N